(5-chloro-6-(trifluoromethyl)pyridin-2-yl)(4-(trifluoromethyl)cyclohexyl)methylamine ClC=1C=CC(=NC1C(F)(F)F)NCC1CCC(CC1)C(F)(F)F